Cl.C(CCCCCCCCC)C1=CC=C(C=C1)C1=NOC(=N1)CNC(=O)[C@@H]1CNCC1 (S)-N-((3-(4-decylphenyl)-1,2,4-oxadiazol-5-yl)methyl)pyrrolidine-3-carboxamide hydrochloride